C(C)(=O)N1[C@H]([C@H](CCC1)NS(=O)(=O)C)CO[C@@H]1CC[C@@H](CC1)C1=C(C=CC(=C1)F)F N-((2R,3S)-1-acetyl-2-(((cis-4-(2,5-difluorophenyl)cyclohexyl)oxy)-methyl)piperidin-3-yl)methanesulfonamide